(S)-3-chloro-1-phenylpropan-1-ol ClCC[C@H](O)C1=CC=CC=C1